5-bromo-2-(3,4-dimethoxyphenyl)-3-(2,2,2-trifluoroethyl)-1H-indole BrC=1C=C2C(=C(NC2=CC1)C1=CC(=C(C=C1)OC)OC)CC(F)(F)F